sodium 2-((1R,3R,5S)-3-((5-cyclopropyl-3-(2-(trifluoromethoxy) phenyl) isoxazol-4-yl) methoxy)-8-azabicyclo[3.2.1]octan-8-yl)-4-methylbenzo[d]thiazole-6-sulfinate C1(CC1)C1=C(C(=NO1)C1=C(C=CC=C1)OC(F)(F)F)COC1C[C@H]2CC[C@@H](C1)N2C=2SC1=C(N2)C(=CC(=C1)S(=O)[O-])C.[Na+]